C(=O)OC1=CC2=CC=CC=C2C=C1 naphthalene-2-ol formate